C(C)(C)(C)C=1N=C(SC1)N1C[C@@H](CC1)NC(OC(C)(C)C)=O tert-butyl (R)-(1-(4-(tert-butyl)thiazol-2-yl)pyrrolidin-3-yl)carbamate